BrC1=C(C(=C(C=C1)C=1N=NN(C1)[C@H]1[C@H]([C@H](O[C@@H]([C@@H]1OC)CN1N=NC(=C1)C1(CC1)C)CO)O)F)F (2R,3R,4S,5R,6R)-4-(4-(4-bromo-2,3-difluorophenyl)-1H-1,2,3-triazol-1-yl)-2-(hydroxymethyl)-5-methoxy-6-((4-(1-methylcyclopropyl)-1H-1,2,3-triazol-1-yl)methyl)tetrahydro-2H-pyran-3-ol